1-(2-aminoethoxy)-2-methoxyethane NCCOCCOC